N-[(1S)-1-[[(3-amino-3-oxo-propyl)-[(2R)-2-chloro-2-fluoro-acetyl]amino]carbamoyl]-3-methyl-butyl]-1H-indole-2-carboxamide NC(CCN(C([C@H](F)Cl)=O)NC(=O)[C@H](CC(C)C)NC(=O)C=1NC2=CC=CC=C2C1)=O